C(C)C1=C(C(=NN1)OCC(CO)F)[N+](=O)[O-] 3-((5-ethyl-4-nitro-1H-pyrazol-3-yl)oxy)-2-fluoropropan-1-ol